CNC(C1=NC=CC(=C1)OC1=CC=C(C=C1)C1=NNC(C1)C1=C(C(=C(C=C1)OC)OC)OC)=O N-Methyl-4-(4-(5-(2,3,4-trimethoxyphenyl)-4,5-dihydro-1H-pyrazol-3-yl)phenoxy)picolinamide